Cl.COCC1=NC=CC(=C1)C1=NSC(=N1)[C@H](C)N (1S)-1-[3-[2-(methoxymethyl)-4-pyridinyl]-1,2,4-thiadiazol-5-yl]ethylamine hydrochloride